BrCCC(C)(O)C 4-Bromo-2-methyl-2-butanol